4-bromo-6-methoxypyrazolo[1,5-a]pyridine BrC=1C=2N(C=C(C1)OC)N=CC2